NC1=CC=C(CCNC(=O)C2=C(C=NN2C(C)(C)C)C(C2=CC(=CC=C2)Cl)=O)C=C1 N-(4-aminophenethyl)-1-(tert-butyl)-4-(3-chlorobenzoyl)-1H-pyrazole-5-carboxamide